1-ethyl-N-(7-methyl-[1,2,4]triazolo[1,5-a]pyridin-6-yl)-3-(tetrahydro-2H-pyran-4-yl)-1H-pyrazolo[4,3-d]pyrimidin-5-amine C(C)N1N=C(C=2N=C(N=CC21)NC=2C(=CC=1N(C2)N=CN1)C)C1CCOCC1